COC1=NC(=NC=C1N)N1N=CC=C1 4-meth-oxy-2-(1H-pyrazol-1-yl)pyrimidin-5-amine